tri-n-Butyl phosphate CCCCOP(=O)(OCCCC)OCCCC